C(C)(C)C1=CC=2CC3=CC=CC=C3SC2C=C1 2-Isopropylthioxanthene